(2R,3S,4R,5R)-2-(4-benzoylamino-2-oxopyrimidin-1(2H)-yl)-5-((bis(4-methoxyphenyl) (phenyl) methoxy) methyl)-4-fluorotetrahydrofuran-3-yl (2-cyanoethyl) diisopropylphosphoramidite C(C)(C)N(P(O[C@H]1[C@@H](O[C@@H]([C@H]1F)COC(C1=CC=CC=C1)(C1=CC=C(C=C1)OC)C1=CC=C(C=C1)OC)N1C(N=C(C=C1)NC(C1=CC=CC=C1)=O)=O)OCCC#N)C(C)C